4-Chloro-2-((4-((3,4-dichlorophenyl)thio)-3-nitrophenyl)sulfonamido)benzoic acid ClC1=CC(=C(C(=O)O)C=C1)NS(=O)(=O)C1=CC(=C(C=C1)SC1=CC(=C(C=C1)Cl)Cl)[N+](=O)[O-]